CC1=NC=C2CN3CC(N(C=4C=5C=C(OC=6C=CC=C(CN21)C6)C=CC5C=CC4)CC3)=O (+)-19,20-dihydro-3-methyl-19-oxo-5H-18,21-ethano-12,14-etheno-6,10-metheno-22H-benzo[d]imidazo[4,3-k][1,6,9,12]oxatriazacyclooctadecine